O1COC2=C1C=CC(=C2)C2=CN=C1N2N=C(C=C1)C1=CC=CC=C1 3-(1,3-benzodioxol-5-yl)-6-phenyl-imidazo[1,2-b]pyridazine